C(C)OCC=1N(C2=C(C=NC=3C=CC=C(C23)OCCC(C)(O)C)N1)CC(C)C 4-[2-(ethoxymethyl)-1-isobutyl-imidazo[4,5-c]quinolin-9-yl]oxy-2-methyl-2-butanol